7-((S)-sec-butoxy)-N-(1-cyclopropyl-2-oxo-1,2-dihydropyridin-3-yl)-2-((1r,4S)-1-methyl-2-oxabicyclo[2.2.1]hept-4-yl)imidazo[1,2-a]pyrimidine-6-carboxamide [C@H](C)(CC)OC1=NC=2N(C=C1C(=O)NC=1C(N(C=CC1)C1CC1)=O)C=C(N2)[C@]21CO[C@](CC2)(C1)C